FC=1C=C(C=CC1)CCNC(C)=O N-[2-(3-fluorophenyl)ethyl]acetamide